ClC=1C=C2C=C(NC2=CC1OCC=1N=CSC1)CNC(=O)C1C(N(C1)C)=O N-((5-chloro-6-(thiazol-4-ylmethoxy)-1H-indol-2-yl)methyl)-1-methyl-2-oxoazetidine-3-carboxamide